Neopentyl p-styrenesulfonate (Neopentyl p-styrenesulfonate) C(C(C)(C)C)C=CC1=CC=C(C=C1)S(=O)(=O)O.C=CC1=CC=C(C=C1)S(=O)(=O)OCC(C)(C)C